C(C)(C)(C)NS(=O)(=O)C=1C=C(C=CC1)NC(C1=C(C=C(C=C1N1CCC2(CC2)CC1)S(NCC)(=O)=O)C)=O N-(3-(N-(tert-butyl)sulfamoyl)phenyl)-4-(ethylsulfamoyl)-2-methyl-6-(6-azaspiro[2.5]octan-6-yl)benzamide